Triazol-2-yl-aniline N=1N(N=CC1)NC1=CC=CC=C1